3-methylbicyclo[3.1.0]hexane-3-carbaldehyde CC1(CC2CC2C1)C=O